CC1=NC(=CC=C1CO)C (2,6-dimethylpyridin-3-yl)methanol